(S)-di-tert-butyl (5,15,26-trioxo-9,12,19,22-tetraoxa-6,16,25-triazanonatriacontane-1,4-diyl)dicarbamate O=C([C@H](CCCNC(OC(C)(C)C)=O)NC(OC(C)(C)C)=O)NCCOCCOCCC(NCCOCCOCCNC(CCCCCCCCCCCCC)=O)=O